3-butyl-3-ethyl-1,5-pentanediol C(CCC)C(CCO)(CCO)CC